CN(CCOC=1C=CC(=C(C(=O)NC2(CC2)C2=C(C=CC=C2)C2=CC=NC=C2)C1)C)C 5-(2-(Dimethylamino)ethoxy)-2-methyl-N-(1-(2-(pyridin-4-yl)phenyl)cyclopropyl)benzamide